N'-((4-fluoro-2,6-diisopropyl-phenyl)carbamoyl)-[1,1'-biphenyl]-2-sulfonimidamide FC1=CC(=C(C(=C1)C(C)C)NC(=O)N=S(=O)(N)C=1C(=CC=CC1)C1=CC=CC=C1)C(C)C